O1COCC(=C1)N [1,3]Dioxin-5-amine